(P)-6-(4-(4-(aminomethyl)-1-oxo-1,2-dihydrophthalazin-6-yl)-1-(methyl-d3)-1H-pyrazol-5-yl)-5-fluoro-3H-spiro[benzofuran-2,1'-cyclopropane]-7-carbonitrile NCC1=NNC(C2=CC=C(C=C12)C=1C=NN(C1C1=C(C2=C(CC3(CC3)O2)C=C1F)C#N)C([2H])([2H])[2H])=O